4-(7-chloro-6-(2-fluoro-6-hydroxyphenyl)-4-phenoxyphthalazin-1-yl)piperazine-1-carboxylic acid tert-butyl ester C(C)(C)(C)OC(=O)N1CCN(CC1)C1=NN=C(C2=CC(=C(C=C12)Cl)C1=C(C=CC=C1O)F)OC1=CC=CC=C1